C(OC(CCCCCCCCCCC)Cl)(=O)Cl 1-chlorododecyl carbonochloridate